CN(C(/C=C/CC([C@@H](C(=O)NC=1C(N(C=CC1)CC1=NC2=C(N1)C=CC(=C2)F)=O)CN(C([O-])=O)C)([2H])[2H])=O)C (R,E)-7-(Dimethylamino)-1-((1-((5-fluoro-1H-benzo[d]imidazol-2-yl)methyl)-2-oxo-1,2-dihydropyridin-3-yl)amino)-1,7-dioxohept-5-en-2-yl-3,3-d2-dimethylcarbamat